CC1=CC=CC(=N1)C1=NNC=C1C=1N=C2C=C(C=NC2=CC1)N1CCN(CC1)CC#N 2-[4-[6-[3-(6-methyl-2-pyridyl)-1H-pyrazol-4-yl]-1,5-naphthyridin-3-yl]piperazin-1-yl]acetonitrile